(3S)-3-({N-[(4-methoxy-1H-indol-2-yl) carbonyl]-L-leucyl}amino)-2-oxo-4-[(3S)-2-oxopyrrolidin-3-yl]butyl 1-methylpiperidine-4-carboxylate CN1CCC(CC1)C(=O)OCC([C@H](C[C@H]1C(NCC1)=O)NC([C@@H](NC(=O)C=1NC2=CC=CC(=C2C1)OC)CC(C)C)=O)=O